5,12-diphenyltetracene C1(=CC=CC=C1)C1=C2C=CC=CC2=C(C2=CC3=CC=CC=C3C=C12)C1=CC=CC=C1